C(C)(C)(C)C1=C(C(=CC=C1)C)NC(=O)OCC(=O)OCC Ethyl 2-{[(2-tert-butyl-6-methylphenyl)carbamoyl]-oxy}acetate